BrC1=CC(=C(C(=O)N(C)OC)C=C1)N1CCC2(CC2)CC1 4-Bromo-N-methoxy-N-methyl-2-(6-azaspiro[2.5]octan-6-yl)benzamide